C(C)NCCC[Si](OC)(OC)OC γ-(N-ethylamino)propyltrimethoxysilane